4-(2-(6-(4-chloro-2-fluorophenyl)-1,1-dioxido-1,2,6-thiadiazinan-2-yl)acetamido)adamantan-1-carboxamide ClC1=CC(=C(C=C1)N1CCCN(S1(=O)=O)CC(=O)NC1C2CC3(CC(CC1C3)C2)C(=O)N)F